BrC=1C=C(C=CC1)CC(C(=O)OC(C)(C)C)C=1C=NC=CC1 tert-butyl 3-(3-bromophenyl)-2-(pyridin-3-yl)propanoate